C(C1=CC=CC=C1)(C1=CC=CC=C1)(C1=CC=CC=C1)N1C=NC(=C1)C1OCC(NC1)=O 6-(1-trityl-1H-imidazol-4-yl)morpholin-3-one